4-(((tert-butyldiphenylsilyl)oxy)methyl)-5-((4-methoxybenzyl)thio)-1-((2-(trimethylsilyl)ethoxy)methyl)-1H-imidazole [Si](C1=CC=CC=C1)(C1=CC=CC=C1)(C(C)(C)C)OCC=1N=CN(C1SCC1=CC=C(C=C1)OC)COCC[Si](C)(C)C